3-Amino-6-(1-methyl-1H-imidazol-5-yl)pyrazine-2-carboxylic acid hydrochloride Cl.NC=1C(=NC(=CN1)C1=CN=CN1C)C(=O)O